C(C)(C)(C)NS(=O)(=O)C=1SC=C(C1)C(=O)N1CC2(C3=CC(=CC=C13)NS(=O)(=O)CC)CCC1(CC2)CC1 N-(tert-butyl)-4-(5''-(ethylsulfonamido)dispiro[cyclopropane-1,1'-cyclohexane-4',3''-indoline]-1''-carbonyl)thiophene-2-sulfonamide